4-(1-(4-fluorophenyl)ethyl)piperidine-4-carbonitrile FC1=CC=C(C=C1)C(C)C1(CCNCC1)C#N